1-Benzyl-N-[2-(1-fluoro-1-methylethyl)-4-methyl-5-oxo-7,8-dihydro-6H-pyrazolo[1,5-a][1,3]diazepin-6-yl]-1,2,4-triazol-3-carboxamid C(C1=CC=CC=C1)N1N=C(N=C1)C(=O)NC1C(N(C=2N(CC1)N=C(C2)C(C)(C)F)C)=O